4-(2-Fluoroallyloxy)-3,5-dimethoxy-β-nitrostyrene FC(COC1=C(C=C(C=C[N+](=O)[O-])C=C1OC)OC)=C